benzyl-4-(dimethylphosphoryl)pyridin-1-ium C(C1=CC=CC=C1)[N+]1=CC=C(C=C1)P(=O)(C)C